8-(3,3-difluorocyclopentyl)-N-(3-fluoro-5-(1-(3-fluorophenyl)-1H-pyrazol-4-yl)benzyl)-7H-purine-6-carboxamide FC1(CC(CC1)C1=NC2=NC=NC(=C2N1)C(=O)NCC1=CC(=CC(=C1)C=1C=NN(C1)C1=CC(=CC=C1)F)F)F